NC1=NC(=CC(=N1)C=1C(=C(C#N)C=CC1)C)C1=CC(N(C=C1)CC1=CC(=CC=C1)C)=O 3-(2-amino-6-(1-(3-methylbenzyl)-2-oxo-1,2-dihydropyridin-4-yl)pyrimidin-4-yl)-2-methylbenzonitrile